CN1N=C(C2=NC(=CC(=C21)C2(CC2)C#N)N2[C@@H](COCC2)C)C2=NNC=C2 (R)-1-(1-methyl-5-(3-methylmorpholinyl)-3-(1H-pyrazol-3-yl)-1H-pyrazolo[4,3-b]pyridin-7-yl)cyclopropanenitrile